1-[3-(4-cyclopropoxy-6-methoxypyrimidin-5-yl)-1-{[2-(trimethylsilyl)ethoxy]methyl}pyrrolo[2,3-b]pyridin-6-yl]-3-{2-[2-(dimethylamino)ethoxy]ethyl}urea C1(CC1)OC1=NC=NC(=C1C1=CN(C2=NC(=CC=C21)NC(=O)NCCOCCN(C)C)COCC[Si](C)(C)C)OC